FC(C=1C=C(CN)C=CC1)(F)F 3-trifluoromethyl-benzylamine